butyl 4-(3-((1r,3r)-3-((4-nitrobenzoyl)oxy)cyclobutoxy)propyl)piperazine-1-carboxylate [N+](=O)([O-])C1=CC=C(C(=O)OC2CC(C2)OCCCN2CCN(CC2)C(=O)OCCCC)C=C1